methyl 2,3-dihydrothieno[3,4-B]furan-6-carboxylate O1C=2C(CC1)=CSC2C(=O)OC